NC1=NC2=CN=C(C=C2C=C1C)C(=O)N(CC1=NC=C(C=C1)C(F)(F)F)CC1=C2C(=NC=C1)NC=C2 2-amino-3-methyl-N-(1H-pyrrolo[2,3-b]pyridin-4-ylmethyl)-N-((5-(trifluoromethyl)-2-pyridinyl)methyl)-1,7-naphthyridine-6-carboxamide